O.O.P(=O)(O)([O-])[O-].[Na+].[Na+] disodium hydrogenphosphate dihydrate